Dimethyl 5-hydroxy-2-(4-methoxyphenethyl)-6-(2-(methylsulfonyl)ethyl)pyridine-3,4-dicarboxylate OC=1C(=C(C(=NC1CCS(=O)(=O)C)CCC1=CC=C(C=C1)OC)C(=O)OC)C(=O)OC